1-benzyl-N-cyclohexyl-6-(3,5-dimethylisoxazol-4-yl)-1H-imidazo[4,5-b]pyridin-2-amine C(C1=CC=CC=C1)N1C(=NC2=NC=C(C=C21)C=2C(=NOC2C)C)NC2CCCCC2